C1(CC1)[C@]1(C(NC[C@@H]1CC)=O)C#N (3R,4R)-3-cyclopropyl-4-ethyl-2-oxopyrrolidine-3-carbonitrile